N1C=C(C2=CC=CC=C12)CC(C(=O)O)O indol-3-lactic acid